C1(CC1)N(C(=O)[C@H]1CN(CCC1)C=1C=C(OC(C(=O)N2CCN(CC2)C(=O)OC(C)(C)C)(C)C)C=CC1)CC1=CC=C(C=C1)C=1C(=NOC1C)C tert-butyl (R)-4-(2-(3-(3-(cyclopropyl(4-(3,5-dimethylisoxazol-4-yl)benzyl) carbamoyl)piperidin-1-yl)phenoxy)-2-methylpropanoyl)piperazine-1-carboxylate